isophoron diisothiocyanate [N-]=C=S.[N-]=C=S.O=C1C=C(CC(C)(C)C1)C